2-(2,4-dimethoxypyridin-3-yl)-1-methyl-1H-pyrrolo[2,3-c]pyridin-5-amine COC1=NC=CC(=C1C1=CC=2C(=CN=C(C2)N)N1C)OC